NC1=C(N=C(C=N1)F)SC1=C(C(=CC=C1)C=1OC=CN1)Cl 6-amino-5-((2-chloro-3-(oxazol-2-yl)phenyl)sulfanyl)-3-fluoropyrazine